NC1=CCN(C2=CC=CC=C12)C1=C2C=CN=C(C2=CC=C1C)NC1=CC(=C(C=C1)Cl)CN(C)C 4-Amino-N-(1-((4-chloro-3-((dimethylamino)methyl)phenyl)amino)-6-methylisoquinolin-5-yl)quinoline